L-2-hydroxysuccinic acid O[C@H](C(=O)O)CC(=O)O